amino-8-(4-methoxybenzyl)-4-(5-methylfuran-2-yl)pteridin-7(8H)-one NC1=NC=2N(C(C=NC2C(=N1)C=1OC(=CC1)C)=O)CC1=CC=C(C=C1)OC